tert-butyl (3S)-3-[4-[3-cyano-4-[1-(2-trimethylsilylethoxymethyl) indazol-7-yl]sulfanyl-pyrazolo[1,5-a]pyridin-6-yl]pyrazol-1-yl]piperidine-1-carboxylate C(#N)C=1C=NN2C1C(=CC(=C2)C=2C=NN(C2)[C@@H]2CN(CCC2)C(=O)OC(C)(C)C)SC=2C=CC=C1C=NN(C21)COCC[Si](C)(C)C